CN(C1=C(C=NC=2NC3=C(C=C(C(=C3C21)F)F)NC)C=2C=C1C(C(=CN(C1=NC2)C)C(=O)O)=O)C 6-[4-(dimethylamino)-5,6-difluoro-8-(methylamino)-9H-pyrido[2,3-b]indol-3-yl]-1-methyl-4-oxo-1,8-naphthyridine-3-carboxylic acid